CC=1SC=C(C1)C=O methyl-4-formylthiophene